(S)-4-(5-(3-((2-((S)-3-carboxybutanoyl)-4,7-difluoro-6-methoxy-isoindolin-5-yl)oxy)propoxy)-7-chloro-6-methoxybenzo[b]thiophen-2-yl)-2-methyl-4-oxobutanoic acid C(=O)(O)[C@H](CC(=O)N1CC2=C(C(=C(C(=C2C1)F)OCCCOC1=CC2=C(SC(=C2)C(C[C@@H](C(=O)O)C)=O)C(=C1OC)Cl)OC)F)C